C1(CCCC1)[C@@H](CC#N)N1N=CC(=C1)C=1C2=C(N=CN1)NC=C2 (3R)-3-cyclopentyl-3-[4-(7H-pyrrolo[2,3-d]pyrimidin-4-yl)-1H-pyrazol-1-yl]-propanenitrile